prop-2-en-1-yl 2-(5-[(5-chlorothiophen-2-yl)methyl]amino-1-(2,2-dimethylpropanoyl)-1H-pyrazol-3-yl)-4-[2-(morpholin-4-yl)acetyl]piperazine-1-carboxylate ClC1=CC=C(S1)CNC1=CC(=NN1C(C(C)(C)C)=O)C1N(CCN(C1)C(CN1CCOCC1)=O)C(=O)OCC=C